N6-(allyloxycarbonyl)lysine C(C=C)OC(=O)NCCCC[C@H](N)C(=O)O